O1CCN(CCN(CCOCCN(CCN(CC1)CC(=O)O)CC(=O)O)CC(=O)O)CC(=O)O 2,2',2'',2'''-(1,10-dioxa-4,7,13,16-tetraazacyclooctadecane-4,7,13,16-tetrayl)tetraacetic acid